(R,Z)-1-((5-bromo-2'-chloro-[1,1'-biphenyl]-2-yl)sulfonyl)-4-fluoro-N-(1-methoxy-4-(methylsulfonyl)but-3-en-2-yl)piperidine-4-carboxamide BrC=1C=CC(=C(C1)C1=C(C=CC=C1)Cl)S(=O)(=O)N1CCC(CC1)(C(=O)N[C@@H](COC)\C=C/S(=O)(=O)C)F